(3-(4,5-dimethylthiazol-2-yl)-2,5-diphenyltetrazolium) bromide [Br-].CC=1N=C(SC1C)N1N([NH2+]C(=N1)C1=CC=CC=C1)C1=CC=CC=C1